FC(C1=CC=C2N=CC(NC2=C1)=O)(F)F 7-(trifluoromethyl)-1H-quinoxalin-2-one